2-methyl-6-phenylphenol CC1=C(C(=CC=C1)C1=CC=CC=C1)O